COC1CN(CC1)C(=O)N1CCN(CC1)C1=CC=CC=N1 6-(4-(3-methoxypyrrolidine-1-carbonyl)piperazin-1-yl)pyridin